NC1=NC=2C=CC=CC2C2=C1N=C(N2CC(O)(C)C)CNCC 4-amino-2-[(ethylamino)methyl]-α,α-dimethyl-1H-imidazo[4,5-c]quinoline-1-ethanol